(E)-2-(3-(3-Ethoxy-3-oxoprop-1-en-1-yl)phenyl)-7-hydroxy-2,6,6-trimethylheptanoic acid C(C)OC(/C=C/C=1C=C(C=CC1)C(C(=O)O)(CCCC(CO)(C)C)C)=O